(1S,2S)-2-ALLYLCYCLOPENTYL FORMATE C(=O)O[C@@H]1[C@@H](CCC1)CC=C